(2S,4R)-1-(2-(3-Acetyl-5-(1-methyl-2-oxo-1,2-dihydropyrimidin-5-yl)-1H-indazol-1-yl)acetyl)-N-(6-bromopyridin-2-yl)4-fluoropyrrolidine-2-carboxamide C(C)(=O)C1=NN(C2=CC=C(C=C12)C=1C=NC(N(C1)C)=O)CC(=O)N1[C@@H](C[C@H](C1)F)C(=O)NC1=NC(=CC=C1)Br